ClC1=C(C=C(C=C1)F)C(C1=CNC2=C1C1=C(NC([C@](N1)(C)COC)=O)C=N2)O (2S)-9-((2-chloro-5-fluorophenyl)(hydroxy)methyl)-2-(methoxymethyl)-2-methyl-1,2,4,7-tetrahydro-3H-pyrrolo[3',2':5,6]pyrido[3,4-b]pyrazin-3-one